2-(2,6-dioxopiperidin-3-yl)-5-(4-(diphenylamino)piperidine-1-carbonyl)isoindoline-1,3-dione O=C1NC(CCC1N1C(C2=CC=C(C=C2C1=O)C(=O)N1CCC(CC1)N(C1=CC=CC=C1)C1=CC=CC=C1)=O)=O